2-Thiocarbonyl-1-(2-((2R,4R)-4-(trifluoromethyl)piperidin-2-yl)benzyl)-1,2,3,5-tetrahydro-4H-pyrrolo[3,2-d]pyrimidin-4-one C(=S)=C1NC(C2=C(N1CC1=C(C=CC=C1)[C@@H]1NCC[C@H](C1)C(F)(F)F)C=CN2)=O